BrCCCCOC1=CC=C(C=C1)[C@H]1C(CN(CC1)C1=CC(=C(C#N)C=C1)C(F)(F)F)(C)C |o1:12| rel-(S)-4-(4-(4-(4-bromobutoxy)phenyl)-3,3-dimethylpiperidin-1-yl)-2-(trifluoromethyl)benzonitrile